CCCCCCCCC(CCCCCCCC)OC(CCCCCC(CCCCCC(=O)O)=O)=O 13-(heptadecan-9-yloxy)-7,13-dioxotridecanoic acid